4,5-didehydro-isoleucine N[C@@H]([C@@H](C)C=C)C(=O)O